(3,4-difluoro-2-methoxyphenyl)-N-(5-fluoro-2-(oxiran-2-yl)pyridin-4-yl)-4,5-dimethyl-5-(trifluoromethyl)tetrahydrofuran-2-carboxamide FC=1C(=C(C=CC1F)C1(OC(C(C1)C)(C(F)(F)F)C)C(=O)NC1=CC(=NC=C1F)C1OC1)OC